CC1(CNCCO1)C 2,2-dimethylmorpholine